S1C(=CC=C1)C=1SC(=CC1)C=1SC(=CC1)C=1SC=CC1 2,2':5',2'':5'',2'''-Quaterthiophene